FC(C=1N=C(SC1)CO)(F)F [4-(trifluoromethyl)thiazol-2-yl]methanol